2-cyclohexyl-2-(3,3-diisopropyl-4-methylpentyl)-1-ethoxy-3-methoxy-propane C1(CCCCC1)C(COCC)(COC)CCC(C(C)C)(C(C)C)C(C)C